tert-butyl (E)-4-[4-[tert-butoxycarbonyl(methyl)amino]-1-methyl-6-oxo-3-pyridyl]but-3-enoate C(C)(C)(C)OC(=O)N(C=1C(=CN(C(C1)=O)C)/C=C/CC(=O)OC(C)(C)C)C